(6S)-5-(3,5-Difluoro-4-morpholinophenyl)-6-methyl-3,6-dihydro-2H-1,3,4-oxadiazin-2-one FC=1C=C(C=C(C1N1CCOCC1)F)C1=NNC(O[C@H]1C)=O